C12(CCC(CC1)CC2)COC2=CC=C(C=C2)[C@H](C(C)(C)O)NC(OC(C)(C)C)=O tert-butyl (R)-(1-(4-(bicyclo[2.2.2]octan-1-ylmethoxy)phenyl)-2-hydroxy-2-methylpropyl)carbamate